Tert-butyl 2-(4-((5-chloro-4-((2-(dimethylphosphoryl)-4,5-dimethylphenyl)amino)pyrimidin-2-yl)amino)-5-methoxy-2-methylphenyl)-2,7-diazaspiro[3.5]nonane-7-carboxylate ClC=1C(=NC(=NC1)NC1=CC(=C(C=C1OC)N1CC2(C1)CCN(CC2)C(=O)OC(C)(C)C)C)NC2=C(C=C(C(=C2)C)C)P(=O)(C)C